COC1=NC=CC(=C1S(=O)(=O)NC1=NOC2=C1C[C@]1(C3=CC=C(C=C32)N3C(OCC3)=O)[C@@H](C1)C)OC |o1:18,31| Rel-2,4-dimethoxy-N-((1S,2R)-2-methyl-8'-(2-oxooxazolidin-3-yl)-4'H-spiro[cyclopropane-1,5'-naphtho[2,1-d]isoxazol]-3'-yl)pyridine-3-sulfonamide